(3R)-3-({2-[2-(difluoromethoxy)phenyl][1,2,4]triazolo[1,5-c]quinazolin-5-yl}amino)piperidin-2-one FC(OC1=C(C=CC=C1)C1=NN2C(=NC=3C=CC=CC3C2=N1)N[C@H]1C(NCCC1)=O)F